5-(3-isopropyl-5-(1-((1-methyl-1H-pyrazol-5-yl)methyl)piperidin-4-yl)-1H-indol-2-yl)-1,3-dimethylpyridin-2(1H)-one C(C)(C)C1=C(NC2=CC=C(C=C12)C1CCN(CC1)CC1=CC=NN1C)C=1C=C(C(N(C1)C)=O)C